methyl 6-chloro-3-(4-fluoro-2-methyl-phenoxy)pyridazine-4-carboxylate ClC1=CC(=C(N=N1)OC1=C(C=C(C=C1)F)C)C(=O)OC